Vinyl laurat C(CCCCCCCCCCC)(=O)OC=C